NC=1C2=C(N=CN1)N(C(=C2C2=CC1=C(OCCO1)C=C2)C#CC2CN(C2)[C@H]2[C@H](CN(CC2)C(C=C)=O)O)C 1-((3S,4R)-4-(3-((4-amino-5-(2,3-dihydrobenzo[b][1,4]dioxin-6-yl)-7-methyl-7H-pyrrolo[2,3-d]pyrimidin-6-yl)ethynyl)azetidin-1-yl)-3-hydroxypiperidin-1-yl)prop-2-en-1-one